C12CN(CC2C1)C1=CC=C(C(=N1)C)CN1N=C(C(=C1)C(=O)OCC)CCl ethyl 1-[(6-{3-azabicyclo[3.1.0]hexan-3-yl}-2-methylpyridin-3-yl)methyl]-3-(chloromethyl)-1H-pyrazole-4-carboxylate